C1(=CC=CC=C1)C1=C(C(=C(C=2CC3=CC=CC=C3C12)C=1[Se]C2=C(C1)C=CC=C2)C)C (phenyldimethylfluorenyl)benzoselenophene